C1(=CCCCC1)P(O)(=O)CCCCCC cyclohexenyl-hexyl-phosphinic acid